2-((2-oxabicyclo[2.1.1]hex-1-yl)methoxy)-4-oxo-6,7-dihydro-4H-pyrimido[6,1-a]isoquinolin-9-yl triflate O(S(=O)(=O)C(F)(F)F)C=1C=C2CCN3C(C2=CC1)=CC(=NC3=O)OCC31OCC(C3)C1